FC1(CN(C1)C1=NC(=NO1)C=1C=CC(=C(N)C1)C)F 5-[5-(3,3-difluoroazetidin-1-yl)-1,2,4-oxadiazol-3-yl]-2-methyl-aniline